CC=1N=C2N(N=C(C=C2C)C=2C=C(C=3N(C2)N=C(N3)C(=O)NC3CN(C3)C(=O)OC(C)(C)C)F)C1 tert-butyl 3-[[6-(2,8-dimethylimidazo[1,2-b]pyridazin-6-yl)-8-fluoro-[1,2,4]triazolo[1,5-a]pyridine-2-carbonyl]amino]azetidine-1-carboxylate